3-(2-(5-chloro-1H-pyrazolo[3,4-b]pyridin-3-yl)-5-fluoro-7H-pyrrolo[2,3-d]pyrimidin-7-yl)bicyclo[2.2.2]octane-2-carboxylic acid ClC=1C=C2C(=NC1)NN=C2C=2N=CC1=C(N2)N(C=C1F)C1C(C2CCC1CC2)C(=O)O